[3,7-diethyl-6-(1H-1,2,3,4-tetrazol-5-yl)imidazo[1,2-a]pyridin-2-yl]diphenylmethanol C(C)C1=C(N=C2N1C=C(C(=C2)CC)C2=NN=NN2)C(O)(C2=CC=CC=C2)C2=CC=CC=C2